C(C)(C)C1=NN(C(C=2N1C1=C(C2)SC(=C1)C)=O)CC(=O)O 2-(5-Isopropyl-2-methyl-8-oxothieno[2',3':4,5]pyrrolo[1,2-d][1,2,4]triazin-7(8H)-yl)acetic acid